N-((R)-2-(hydroxymethyl)-2-methyl-6-(4-((R)-1,1,1-trifluoro-2-hydroxypropan-2-yl)piperidin-1-yl)-2,3-dihydrobenzofuran-5-yl)pyrazolo[1,5-a]pyrimidine-3-carboxamide OC[C@@]1(OC2=C(C1)C=C(C(=C2)N2CCC(CC2)[C@@](C(F)(F)F)(C)O)NC(=O)C=2C=NN1C2N=CC=C1)C